(E)-3-(2-((4-(2-(4-chloro-2-fluorophenyl)-2-methylbenzo[d][1,3]dioxol-4-yl)piperidin-1-yl)methyl)-1-(2-(N-methylacetamido)ethyl)-1H-imidazol-5-yl)acrylic acid ClC1=CC(=C(C=C1)C1(OC2=C(O1)C=CC=C2C2CCN(CC2)CC=2N(C(=CN2)/C=C/C(=O)O)CCN(C(C)=O)C)C)F